(1-(bis(4-fluorophenyl)methyl)piperazin-2-yl)methanol FC1=CC=C(C=C1)C(N1C(CNCC1)CO)C1=CC=C(C=C1)F